FC=1C(=CC(=NC1)OC)C1=CC(=NN1)C(=O)N1C2(CC2)C[C@H](CC1)C(=O)N[C@H](C)C12CCC(CC1)(CC2)O (S)-4-(5-(5-fluoro-2-methoxypyridin-4-yl)-1H-pyrazole-3-carbonyl)-N-((R)-1-(4-hydroxybicyclo[2.2.2]oct-1-yl)ethyl)-4-azaspiro[2.5]octane-7-carboxamide